methyl 4-{8-[(2-cyano-2-methylideneethyl)amino]-7-methoxynaphthalen-2-yl}pyridine-2-carboxylate C(#N)C(CNC=1C(=CC=C2C=CC(=CC12)C1=CC(=NC=C1)C(=O)OC)OC)=C